OC1=C(C=C(C=C1)/C=C/C(=O)C1=C(C=CC=C1)CC1C(NC(S1)=O)=O)OC 5-[[2-[(E)-3-(4-Hydroxy-3-methoxyphenyl)prop-2-enoyl]phenyl]methyl]-1,3-thiazolidine-2,4-dione